CCCCCC=CCC=CC=CCCCCCCCC cosa-6,9,11-triene